((4-ethyl-2-fluorophenyl)amino)-1-methyl-6-oxo-4-(2-oxoethyl)-1,6-dihydropyridine-3-carboxylic acid methyl ester COC(=O)C1=C(N(C(C=C1CC=O)=O)C)NC1=C(C=C(C=C1)CC)F